1,11-dibenzyl-13,13-dimethyl-1,2,3,4,8,9,10,11-octahydrobenzo[1,2-g:5,4-g']diquinolin-6(13H)-one C(C1=CC=CC=C1)N1CCCC2=CC3=C(C=C12)C(C1=C(C=C2CCCN(C2=C1)CC1=CC=CC=C1)C3=O)(C)C